C1(CCC1)CNCC=1C=CC=2N(C1)C=C(N2)CN2C=CC=1C=CNC(C1C2=O)=O 7-[[6-[(cyclobutylmethylamino)methyl]imidazo[1,2-a]pyridin-2-yl]methyl]-2H-2,7-naphthyridine-1,8-dione